2-(4-(4-vinylphenyl-1H-imidazol-2-yl)piperidin-1-yl)propan-1-one C(=C)C1=CC=C(C=C1)N1C(=NC=C1)C1CCN(CC1)C(C=O)C